(Z)-2-[1-(aminomethyl)-2-fluoro-vinyl]-N-tert-butyl-3,4-dihydro-2H-1,4-benzoxazine-6-carboxamide hydrochloride Cl.NC/C(=C/F)/C1OC2=C(NC1)C=C(C=C2)C(=O)NC(C)(C)C